6-amino-9-(4-((4-(2-(aminooxy)ethyl)piperidin-1-yl)methyl)benzyl)-2-butoxy-7H-purin-8(9H)-one NC1=C2NC(N(C2=NC(=N1)OCCCC)CC1=CC=C(C=C1)CN1CCC(CC1)CCON)=O